P(=O)(O)(OP(=O)(O)O)O[C@@H](C=O)[C@@H](O)[C@@H](O)[C@H](O)CO diphospho-galactose